CN1C(N(C=2C1=C1C(=NC2)NC(=C1C1=CC=CC=C1)C1CCNCC1)C)=O 1,3-Dimethyl-8-phenyl-7-(piperidin-4-yl)-3,6-dihydroimidazo[4,5-d]pyrrolo[2,3-b]pyridin-2(1H)-on